S1(CCC2C1=CC=CC2)C(=O)O.NCC2=CC(=C(C=C2)C=2SC=CC2S(=O)(=O)N)C=2OC=CC2 4-(aminomethyl)-2-(furan-2-yl)phenyl-thiophene-3-sulfonamide dihydro-4H-benzothiophene-1-carboxylate